FC1=C(C=CC(=C1)C1=NNC(OC1)=O)C1=CC=CC=C1 5-(2-Fluorobiphenyl-4-yl)-3,6-dihydro-2H-1,3,4-oxadiazin-2-one